tolyl-di(tolyloxy)phosphine C1(=C(C=CC=C1)P(OC1=C(C=CC=C1)C)OC1=C(C=CC=C1)C)C